C(C)(=O)N[C@H](C(=O)NCC(=O)N[C@@H](CC(=O)O)C1=CC=C(C=C1)C1=CC=C(C2=CC=CC=C12)OCCOCCOCCOCCOCCN=[N+]=[N-])CCCNC(=O)N (S)-3-(2-((S)-2-acetamido-5-ureidopentanamido)acetamido)-3-(4-(4-((14-azido-3,6,9,12-tetraoxatetradecyl)oxy)naphthalen-1-yl)phenyl)propanoic acid